[Cl-].C1(CC1)C1=CC=C(C=C1)[C@H](C)[NH3+] (1S)-1-(4-cyclopropylphenyl)ethan-1-aminium chloride